OC(CN(CCCN(C(CC(CC(=O)N(C)CCCN(CC(CCCCCCCCCC)O)CC(CCCCCCCCCC)O)(C)O)=O)C)CC(CCCCCCCCCC)O)CCCCCCCCCC N1,N5-bis(3-(bis(2-hydroxydodecyl)amino)propyl)-3-hydroxy-N1,N5,3-trimethylpentanediamide